FC1(CC12CN(C2)CC2=CC(=C1CN(C(C1=C2)=O)C2=CC(=CC=C2)C2(COC2)[C@@H](C2=NN=CN2C)F)C(F)(F)F)F (S)-6-((1,1-difluoro-5-azaspiro[2.3]hexan-5-yl)methyl)-2-(3-(3-(fluoro(4-methyl-4H-1,2,4-triazol-3-yl)methyl)oxetan-3-yl)phenyl)-4-(trifluoromethyl)isoindolin-1-one